C1=CC=C(C=2SC3=C(C21)C=CC=C3)C=3C=C(C=CC3)C=3C2=C(N=CN3)C3=C(O2)C=CC(=C3)C3=CC=CC=C3 4-[3-(dibenzothiophen-4-yl)phenyl]-8-phenyl-[1]benzofuro[3,2-d]pyrimidine